tributyl-[5-(difluoromethoxy)pyrimidin-2-yl]stannane C(CCC)[Sn](C1=NC=C(C=N1)OC(F)F)(CCCC)CCCC